2-(diethylamino)ethyl 2-(2-hydroxybenzoyl)oxybenzoate hydrochloride Cl.OC1=C(C(=O)OC2=C(C(=O)OCCN(CC)CC)C=CC=C2)C=CC=C1